cis-2-cyclopropylsulfonyl-7-deutero-5-phenyl-6,7-dihydro-5H-pyrrolo[1,2-b][1,2,4]triazole C1(CC1)S(=O)(=O)C=1N=C2N(N1)C(CC2[2H])C2=CC=CC=C2